N1N=NN=C1N 1H-1,2,3,4-tetrazol-5-amine